FC1=CC(=C(C=C1)N1/C(/SCC1=O)=N/C(=O)NCCCCC1=CC=C(C=C1)C1=NN(C=N1)C1=CC=C(C=C1)OC(F)(F)F)C(C)C (Z)-1-(3-(4-fluoro-2-isopropylphenyl)-4-oxothiazolidin-2-ylidene)-3-(4-(4-(1-(4-(trifluoromethoxy)phenyl)-1H-1,2,4-triazol-3-yl)phenyl)butyl)urea